C(C1CO1)OCC=1C=C(C=C)C=CC1 3-(glycidyloxymethyl)styrene